Cl.FC=1C(=NC=CC1)C1=CN=C(S1)C(=O)N1CCCCC1 (5-(3-fluoropyridin-2-yl)thiazol-2-yl)(piperidin-1-yl)methanone hydrochloride